The molecule is a phenylalanine derivative that is methyl 4-aminophenylalaninate substituted by a tert-butoxycarbonyl on the alpha-Nitrogen atom. It is a carbamate ester, an alpha-amino acid ester and a phenylalanine derivative. It derives from a phenylalanine and a tert-butanol. CC(C)(C)OC(=O)NC(CC1=CC=C(C=C1)N)C(=O)OC